1-(1-(4-aminocyclohexyl)-3-(7-(difluoromethyl)-6-(1-methyl-1H-pyrazol-4-yl)-3,4-dihydroquinolin-1(2H)-yl)-1,4,6,7-tetrahydro-5H-pyrazolo[4,3-c]pyridin-5-yl)ethan-1-one NC1CCC(CC1)N1N=C(C=2CN(CCC21)C(C)=O)N2CCCC1=CC(=C(C=C21)C(F)F)C=2C=NN(C2)C